NC=1C(=C(C=C2C=C(N=CC12)NC(OC1CC2(C1)CN(CC2)C)=O)C2=C(C1=C(OCCN1)N=C2)C)F 6-Methyl-6-azaspiro[3.4]octan-2-yl (8-amino-7-fluoro-6-(8-methyl-2,3-dihydro-1H-pyrido[2,3-b][1,4]oxazin-7-yl)isoquinolin-3-yl)carbamate